C[C@H]1N(C[C@H](C1)OS(=O)(=O)C(F)(F)F)C(=O)OC(C)(C)C tert-Butyl (2R,4S)-2-methyl-4-(trifluoromethanesulfonyloxy)pyrrolidine-1-carboxylate